2-acetoxy-4-(methylthio)butanoic acid C(C)(=O)OC(C(=O)O)CCSC